C(CCC)(=[Se])O selenobutyric acid